formamide bromine [Br].C(=O)N